C(C)NC1=NC2=CC(=CC=C2C=C1)OCC1C(C(CO1)O)O 5-(((2-(ethylamino)quinolin-7-yl)oxy)methyl)tetrahydrofuran-3,4-diol